bis(1,3-dimethylcyclopentadienyl)dimethylzirconium CC1(C=C(C=C1)C)[Zr](C)(C)C1(C=C(C=C1)C)C